ClC1=CC(=NC=C1)S(=O)(=N)\C=C\C1=C(C=CC=C1)Cl (E)-(4-chloropyridin-2-yl)(2-chlorostyryl)(imino)-lambda6-sulfanone